ClC1=NC2=CC(=CC=C2C(=N1)N(C1=CC(=CC=C1)C=1OC(=CC1)CN1CCOCC1)C)Cl 2,7-dichloro-N-methyl-N-[3-[5-(morpholinomethyl)-2-furyl]phenyl]quinazolin-4-amine